FC=1C=CC(=NC1)C1=NN(C=C1C1=C2C(=NC(=C1)C)N(C=C2)S(=O)(=O)C2=CC=C(C)C=C2)C 4-(3-(5-fluoropyridin-2-yl)-1-methyl-1H-pyrazol-4-yl)-6-methyl-1-tosyl-1H-pyrrolo[2,3-b]Pyridine